3-(benzofuran-7-yl)-N-(5-cyano-6-(2H-1,2,3-triazol-2-yl)pyridin-3-yl)-1-(2-(dimethylamino)ethyl)-4-(trifluoromethyl)-1H-pyrazole-5-carboxamide O1C=CC2=C1C(=CC=C2)C2=NN(C(=C2C(F)(F)F)C(=O)NC=2C=NC(=C(C2)C#N)N2N=CC=N2)CCN(C)C